C(C)(C)(C)OCCCCCCCCCC 1-tert-butoxydecane